sulfoketone S(=O)(=O)(O)C(=O)S(=O)(=O)O